2-(2-(2,6-dichloro-9H-purin-9-yl)acetamido)-5,6-dihydro-4H-cyclopenta[b]thiophene-3-carboxamide ClC1=NC(=C2N=CN(C2=N1)CC(=O)NC1=C(C2=C(S1)CCC2)C(=O)N)Cl